FC1=C(OC2=CC=C(C=O)C=C2)C(=CC=C1F)OC 4-(2,3-Difluoro-6-methoxyphenoxy)benzaldehyde